2-((4-(4-acryloyl-3-(cyanomethyl)piperazin-1-yl)-7-(3,4-dihydroquinolin-1(2H)-yl)-5,6,7,8-tetrahydroquinazolin-2-yl)amino)-N,N-dimethylcyclohexane-1-carboxamide C(C=C)(=O)N1C(CN(CC1)C1=NC(=NC=2CC(CCC12)N1CCCC2=CC=CC=C12)NC1C(CCCC1)C(=O)N(C)C)CC#N